N[C@H](C)C1=CC(=CC=2C(C(=C(OC21)SCC)C)=O)C 8-[(1R)-1-aminoethyl]-2-ethylsulfanyl-3,6-dimethyl-benzopyran-4-one